(S)-5-(pyrimidin-2-yl)-4-(4-(trifluoromethoxy)pyrazolo[1,5-a]pyridin-2-yl)-4,5,6,7-tetrahydro-1H-imidazo[4,5-c]pyridine N1=C(N=CC=C1)N1[C@@H](C2=C(CC1)NC=N2)C2=NN1C(C(=CC=C1)OC(F)(F)F)=C2